(2S,3S,4R)-4-hydroxy-2-[(4-methoxyphenyl)methyl]pyrrolidin-3-yl N-{2-[(2-methoxyethyl)(2-phenylethyl)amino]ethyl}carbamate COCCN(CCNC(O[C@H]1[C@@H](NC[C@H]1O)CC1=CC=C(C=C1)OC)=O)CCC1=CC=CC=C1